C(OCCC=1C(OC2=CC(=CC=C2C1C)N(CC)CC)=O)(OC1=CC=C(C=C1)[N+](=O)[O-])=O 2-(7-(diethylamino)-4-methyl-2-oxo-2H-chromen-3-yl)ethyl (4-nitrophenyl) carbonate